CC1=NC=C(C(=C1)C1=CC=2N(C=C1)N=C(C2)NC(=O)C2CC2)OC[C@H]2N(CC2)C([2H])([2H])[2H] N-[5-[2-methyl-5-[[(2S)-1-(trideuteriomethyl)azetidin-2-yl]methoxy]-4-pyridyl]pyrazolo[1,5-a]pyridin-2-yl]cyclopropanecarboxamide